tetrahydro-2H-1,3,2-oxazaphosphorine 2-oxide monohydrate O.O1P(NCCC1)=O